N-((1-(3-bromo-5-chloropyridin-2-yl)azetidin-3-yl)methyl)-2-chlorobenzamide BrC=1C(=NC=C(C1)Cl)N1CC(C1)CNC(C1=C(C=CC=C1)Cl)=O